S1C=NC(=C1)CC(=O)Cl 2-(thiazol-4-yl)acetyl chloride